2-amino-4-oxo-5-(4-(trifluoromethyl)phenyl)-4,5-dihydrofuran-3-yl phenylmethanesulfonate C1(=CC=CC=C1)CS(=O)(=O)OC1=C(OC(C1=O)C1=CC=C(C=C1)C(F)(F)F)N